ClC1=C(C(=CC=C1Cl)OC)C(NC(C(C)C)=O)C1=CC=NC=C1 N-[(2,3-dichloro-6-methoxyphenyl)(pyridin-4-yl)methyl]-2-methylpropanamide